N-(3-chloro-4-(4-glycylpiperazine-1-carbonyl)phenyl)-5-(1-(cyclopropylmethyl)-3-(trifluoromethyl)-1H-pyrazol-4-yl)-1-methyl-1H-imidazole-2-carboxamide ClC=1C=C(C=CC1C(=O)N1CCN(CC1)C(CN)=O)NC(=O)C=1N(C(=CN1)C=1C(=NN(C1)CC1CC1)C(F)(F)F)C